O=C1NC(CCC1N1C(C2=CC=C(C=C2C1=O)OCCOCCOCCS(=O)(=O)N1CCN(CC1)C1CCC(CC1)NC1=NC=NC2=CC=C(C=C12)C#N)=O)=O 4-(((1s,4s)-4-(4-((2-(2-(2-((2-(2,6-dioxopiperidin-3-yl)-1,3-dioxoisoindolin-5-yl)oxy)ethoxy)ethoxy)ethyl)sulfonyl)piperazin-1-yl)cyclohexyl)amino)quinazoline-6-carbonitrile